tert-butyl [(1R)-1-{3-[1,1-difluoro-2-hydroxy-2-methylbut-3-yn-1-yl]-2-fluorophenyl}ethyl]carbamate FC(C(C#C)(C)O)(F)C=1C(=C(C=CC1)[C@@H](C)NC(OC(C)(C)C)=O)F